1,1-bis(di-tert-butylphosphino)ferrocene CC(C)(C)P(C1=CC=C[CH-]1)C(C)(C)C.CC(C)(C)P(C1=CC=C[CH-]1)C(C)(C)C.[Fe+2]